2-methyl-1,2,3,4-tetrahydro-9H-pyrido[3,4-b]indole CN1CC=2NC3=CC=CC=C3C2CC1